nickel-zinc iron oxide [O-2].[Fe+2].[Zn+2].[Ni+2].[O-2].[O-2]